diethylbenzidine C(C)NC1=CC=C(C2=CC=C(NCC)C=C2)C=C1